spiro[2.5]octane-6-one C1CC12CCC(CC2)=O